C1(CC(C2=CC=CC=C12)=O)=O 1,3-indendione